FC1=C(C=C(C=C1)OC1=CC=C(C=C1)C(F)(F)F)NC(=O)C1N(C(CC1)=O)C N-(2-Fluoro-5-(4-(trifluoromethyl)phenoxy)phenyl)-1-methyl-5-oxopyrrolidine-2-carboxamide